methyl 3-formylbenzo[b]thiophene-5-carboxylate C(=O)C=1C2=C(SC1)C=CC(=C2)C(=O)OC